CCCCCNC(=S)[S-].CCCCCNC(=S)[S-].[Cd+2] cadmium diamyl dithiocarbamate